CC(CC(=O)NC(C(=O)O)CCN(CCCCC1=NC=2NC(CCC2C=C1)C)CC(CF)OC)(C)C 2-(3,3-dimethylbutanoylamino)-4-[[3-fluoro-2-methoxy-propyl]-[4-(7-methyl-5,6,7,8-tetrahydro-1,8-naphthyridin-2-yl)butyl]amino]butanoic acid